Cl.N1CCC(CC1)=O 4-Piperidone hydrochloride